3,4,5-trihydroxy-N,N-bis(2-hydroxyethyl)benzamide OC=1C=C(C(=O)N(CCO)CCO)C=C(C1O)O